O1CCC2=C1NCCC2 2H,3H,4H,5H,6H,7H-furo[2,3-b]pyridin